(1S,5R)-1-(3-Fluorophenyl)-3-oxabicyclo[3.1.0]hexan-2-one FC=1C=C(C=CC1)[C@]12C(OC[C@@H]2C1)=O